N-{[(4R)-4-cyclopropyl-2,5-dioxoimidazolidin-4-yl]methyl}-2-(1,2-thiazol-4-yl)-2H-1,2,3-triazole-4-carboxamide C1(CC1)[C@@]1(NC(NC1=O)=O)CNC(=O)C1=NN(N=C1)C=1C=NSC1